ClC=1N=C(C2=C(N1)C=CS2)N2CC(CCC2)C(=O)NC2=CC=C(C=C2)F 1-(2-Chlorothieno[3,2-d]pyrimidin-4-yl)-N-(4-fluorophenyl)piperidine-3-carboxamide